P(=O)(OC1=CC=C(C=C1)C)(OC1=CC=C(C=C1)C)OCCCC di-p-tolyl butyl phosphate